FC1=CC=C(C=C1)N1C(=NC=2C=NC=3C=CC(=CC3C21)C2=CC=C(C=C2)C(F)(F)F)C 1-(4-fluorophenyl)-2-methyl-8-(4-(trifluoromethyl)phenyl)-1H-imidazo[4,5-c]quinoline